di(t-pentyloxy)phenylvinylsilane C(C)(C)(CC)O[SiH](C=CC1=CC=CC=C1)OC(C)(C)CC